C(#N)C=1C=C(C=CC1OC(C)C)/C=C/C1=CC(=C(C=C1)CN1CC(C1)C(=O)O)C 1-({4-[(1E)-2-[3-cyano-4-(propan-2-yloxy)phenyl]ethenyl]-2-methylphenyl}methyl)azetidine-3-carboxylic acid